ClC1=C2C(OC(C2=C(C(=C1Cl)Cl)Cl)=O)(C1=C(N(C2=CC=CC=C12)CC)C)C1=C(C=C(C=C1)N(CC)CC)C 4,5,6,7-tetrachloro-3-[4-(diethylamino)-2-methylphenyl]-3-(1-ethyl-2-methyl-1H-indol-3-yl)-1(3H)-isobenzofuranone